C(C)(C)(C)OC(=O)N1CCC2(C(C2F)CO)CC1 1-fluoro-2-(hydroxymethyl)-6-azaspiro[2.5]octane-6-carboxylic acid tert-butyl ester